COC(=O)C1=C(C(=NC(=C1)C)C=1C=NC=CC1OC)F 3-fluoro-4'-methoxy-6-methyl-[2,3'-bipyridine]-4-carboxylic acid methyl ester